FC1=CC2=C(C3NC(N(C(O2)(C3)C)C=3C=C(C(=O)O)C=CC3)=O)C=C1 3-(9-fluoro-2-methyl-4-oxo-5,6-dihydro-2H-2,6-methanobenzo[g][1,3,5]oxadiazocine-3(4H)-yl)benzoic acid